2-METHANESULFINYLPROPANOIC ACID CS(=O)C(C(=O)O)C